C(C)(C)(C)OC(=O)N(C(OC(C)(C)C)=O)C1=NC(=CC(=N1)C1=C(C(=CC=C1)C#N)C)C=1N=NN(C1)CC1=NC(=CC=C1)CO tert-butyl (tert-butoxycarbonyl)(4-(3-cyano-2-methylphenyl)-6-(1-((6-(hydroxymethyl)pyridin-2-yl)methyl)-1H-1,2,3-triazol-4-yl)pyrimidin-2-yl)carbamate